propyl-diaminopropyl-sodium C(CC)C(CC[Na])(N)N